C(=C)(C)C1=CC=C(C=C1)C(C)=O 1-(4-isopropenylphenyl)ethan-1-one